6-ethoxy-4-(6-(1-((6-methoxypyridin-3-yl)sulfonyl)-1,6-diazaspiro[2.5]octan-6-yl)pyridin-3-yl)pyrazolo[1,5-a]pyridine-3-carbonitrile C(C)OC=1C=C(C=2N(C1)N=CC2C#N)C=2C=NC(=CC2)N2CCC1(CN1S(=O)(=O)C=1C=NC(=CC1)OC)CC2